FC(C(=C)C1=CC=CC=2OCOCC21)F 5-(3,3-difluoroprop-1-en-2-yl)benzo[d][1,3]dioxin